ClC1=CC(=C(C=C1)NS(=O)(=O)C=1C=C(C(=O)OC)C=CC1OC)N1CCCCC1 methyl 3-(N-(4-chloro-2-(piperidin-1-yl) phenyl) sulfamoyl)-4-methoxybenzoate